lithium bis(trifluoromethanesulfonate) salt FC(S(=O)(=O)[O-])(F)F.FC(S(=O)(=O)[O-])(F)F.[Li+].[Li+]